COCC[C@@H]1CC[C@@H]2N(C([C@H](C1)NC([C@H](C)NC)=O)=O)[C@@H](CC2)C(=O)N[C@@H]2CCCC1=CC=CC=C21 (3S,6S,8R,10aS)-8-(2-methoxyethyl)-6-((S)-2-(methylamino)propanamido)-5-oxo-N-((R)-1,2,3,4-tetrahydronaphthalen-1-yl)decahydropyrrolo[1,2-a]azocine-3-carboxamide